FC=1C=C(C2=C(CCO2)C1)C(C[C@@](CNC1=C2C=CC(NC2=CC=C1)=O)(C(F)(F)F)O)(C)C (R)-5-[4-(2,3-dihydro-5-fluoro-7-benzofuranyl)-2-hydroxy-4-methyl-2-trifluoromethyl-pentylamino]quinolin-2[1H]-one